C1(CC1)S(=O)(=O)N1N=CC(=C1)C1=NC=CC(=N1)NC1=CC(=C(C=N1)C(=O)N1CC(C1)CS(=O)(=O)C)NC(C)C (6-((2-(1-(cyclopropylsulfonyl)-1H-pyrazol-4-yl)pyrimidin-4-yl)amino)-4-(isopropylamino)pyridin-3-yl)(3-((methylsulfonyl)methyl)azetidin-1-yl)methanone